tert-butyl (2-(2-(2-((2-(((2R,3R,4R,5R,6R)-4,5-dihydroxy-6-(hydroxymethyl)-2-propyltetrahydro-2H-pyran-3-yl)amino)-6-(trifluoromethyl)pyrimidin-4-yl)oxy)ethoxy)ethoxy)ethyl)carbamate O[C@@H]1[C@H]([C@H](O[C@@H]([C@@H]1O)CO)CCC)NC1=NC(=CC(=N1)OCCOCCOCCNC(OC(C)(C)C)=O)C(F)(F)F